1-methyl-3-butenyltrimethoxysilane CC(CC=C)[Si](OC)(OC)OC